C(#N)C1=C(C2=C(OC[C@H]3N2CCOC3)C=C1/N=C/N(C)C)F (S,E)-N'-(9-cyano-10-fluoro-1,2,4a,5-tetrahydro-4H-benzo[b][1,4]oxazino[4,3-d][1,4]oxazin-8-yl)-N,N-dimethylformimidamide